Allyl(4-methoxyphenyl)dimethylsilane C(C=C)[Si](C)(C)C1=CC=C(C=C1)OC